bis(4-(trifluoromethyl)phenyl)phosphine oxide FC(C1=CC=C(C=C1)P(C1=CC=C(C=C1)C(F)(F)F)=O)(F)F